CC1=CC(=CS1)C(=O)NN 5-Methylthiophene-3-carboxylic acid hydrazide